BrC1=CC=CC(=N1)OCCOC(C(=O)OCC)C ethyl 2-(2-((6-bromopyridin-2-yl)oxy)ethoxy)propanoate